6-(2,6-dichlorophenyl)-2-{[4-(pyrrolidin-2-yl)phenyl]amino}imidazo[1,2-a]pyrimido[5,4-e]pyrimidin-5(6H)-one ClC1=C(C(=CC=C1)Cl)N1C=2N(C3=C(C1=O)C=NC(=N3)NC3=CC=C(C=C3)C3NCCC3)C=CN2